[2-(3,5-dichloro-2-pyridinyl)-1-methyl-propyl](2S)-2-[(3-hydroxy-4-methoxy-pyridine-2-carbonyl) amino]Propionate ClC=1C(=NC=C(C1)Cl)C(C(C)OC([C@H](C)NC(=O)C1=NC=CC(=C1O)OC)=O)C